C1(CC1)C1=NN(C=C1CN1C[C@H](NCC1)C=1C(=C2COC(C2=CC1)=O)C)C1=NC=C(C#N)C(=C1)C (R)-6-(3-cyclopropyl-4-((3-(4-methyl-1-oxo-1,3-dihydroisobenzofuran-5-yl)piperazin-1-yl)methyl)-1H-pyrazol-1-yl)-4-methylnicotinonitrile